3-toluenesulfonyloxy-hexane C(C1=CC=CC=C1)S(=O)(=O)OC(CC)CCC